6-((1-acryloyl-3-(3-chloro-2-methylphenyl)azetidin-3-yl)amino)-1-(2-methoxyethyl)-3,3-dimethylindolin-2-one C(C=C)(=O)N1CC(C1)(C1=C(C(=CC=C1)Cl)C)NC1=CC=C2C(C(N(C2=C1)CCOC)=O)(C)C